(S)-N-(5-(4-fluorophenoxy)pyridin-2-yl)-2-((S)-3-(5-(methylsulfonyl)-6-oxo-1,6-dihydropyridin-3-yl)piperidin-1-yl)propanamide FC1=CC=C(OC=2C=CC(=NC2)NC([C@H](C)N2C[C@@H](CCC2)C2=CNC(C(=C2)S(=O)(=O)C)=O)=O)C=C1